methyl (3S)-3-(3-(1H-pyrazol-1-yl)phenyl)-3-(2-(4-((5-fluoro-1,4,5,6-tetrahydropyrimidin-2-yl)amino)-1H-indazole-6-carboxamido)acetamido)propanoate trifluoroacetate FC(C(=O)O)(F)F.N1(N=CC=C1)C=1C=C(C=CC1)[C@H](CC(=O)OC)NC(CNC(=O)C1=CC(=C2C=NNC2=C1)NC=1NCC(CN1)F)=O